tert-butyl 2-[1-[4-[(2,6-dioxo-3-piperidyl)amino]-2-fluoro-phenyl]-4-hydroxy-4-piperidyl]acetate O=C1NC(CCC1NC1=CC(=C(C=C1)N1CCC(CC1)(O)CC(=O)OC(C)(C)C)F)=O